ClC1=C(C=C(C=C1)C1=CC=C(C=C1)N1N=CC2=CC(=C(C(=C12)F)O)F)O 1-(4'-Chloro-3'-hydroxy-[1,1'-biphenyl]-4-yl)-5,7-difluoro-1H-indazol-6-ol